N-ethyl-piperazine-1-sulfonamide C(C)NS(=O)(=O)N1CCNCC1